BrC1=C(C=CC=C1)C1(CN(CCC1)C(=O)OCCCC)O butyl 3-(2-bromophenyl)-3-hydroxypiperidine-1-carboxylate